BrC1=CC=CC=2[C@@H]3[C@H](NC12)CCNC3 |r| racemic-cis-6-bromo-2,3,4,4a,5,9b-hexahydro-1H-pyrido[4,3-b]indole